C(C)(C)OC(=O)NC1=CC(=C(C=C1)C1=CN=C(S1)C12CC(C1)(C2)NC(OC(C)C)=O)S(NC(C)(C)C)(=O)=O isopropyl (3-(5-(4-(isopropoxycarbonyl)amino-2-(N-(tert-butyl)sulfamoyl)phenyl)thiazol-2-yl)bicyclo[1.1.1]pent-1-yl)carbamate